Benzyl (2R,3S,5R)-3-amino-3-(hydroxymethyl)-5-methyl-2-({[(CIS)-4-phenylcyclohexyl] oxy} methyl)pyrrolidine-1-carboxylate N[C@@]1([C@@H](N([C@@H](C1)C)C(=O)OCC1=CC=CC=C1)CO[C@@H]1CC[C@@H](CC1)C1=CC=CC=C1)CO